FC1([C@H](C1)C(=O)NC1=NC=C2C=C(C=NC2=C1)C=1C=NC(=CC1C)[C@@H](CC)O)F (1R)-2,2-difluoro-N-(3-{6-[(1R)-1-hydroxypropyl]-4-methylpyridin-3-yl}-1,6-naphthyridin-7-yl)cyclopropane-1-carboxamide